N-((1H-imidazol-4-yl)methyl)-4-(pyridin-3-yl)thiophen-3-amine N1C=NC(=C1)CNC1=CSC=C1C=1C=NC=CC1